3-methyl-1,3-thiazine CN1CSC=CC1